C1(CCC1)N1C(=NC2=NC(=NC(=C12)N1CCOCC(C1)=O)OC[C@]12CCCN2C[C@@H](C1)F)OC1=CC(=CC2=CC=C(C(=C12)C#C)F)O 4-(7-cyclobutyl-8-[(8-ethynyl-7-fluoro-3-hydroxy-1-naphthyl)oxy]-2-{[(2R,7aS)-2-fluorotetrahydro-1H-pyrrolizin-7a(5H)-yl]methoxy}-7H-purin-6-yl)-1,4-oxazepan-6-one